CNCCO N-monomethyl-ethanolamine